allyl-(2-(((benzyloxy)carbonyl)amino)-2-methylpent-4-en-1-yl)carbamic acid tert-butyl ester C(C)(C)(C)OC(N(CC(CC=C)(C)NC(=O)OCC1=CC=CC=C1)CC=C)=O